(E)-3-((4-chlorophenyl)diazenyl)-1H-indole ClC1=CC=C(C=C1)/N=N/C1=CNC2=CC=CC=C12